C1(CC1)C=1N=NN(C1)[C@@H](C(=O)N1[C@H](C[C@@H](C1)O)C(=O)NC1C(C(C1C)OC)(CC)CC)C(C)(C)C (2R,4s)-1-[(2R)-2-(4-cyclopropyl-triazol-1-yl)-3,3-dimethyl-butyryl]-N-(2,2-diethyl-3-methoxy-4-methyl-cyclobutyl)-4-hydroxy-pyrrolidine-2-carboxamide